monoethoxytitanium C(C)O[Ti]